FC1=C(C=C(C=C1)C1=CC=C(C(=N1)N1C(C[C@@H](C1)C)(C)C)C(=O)NS(=O)(=O)C=1C(NC=CC1)=O)OC 6-(4-Fluoro-3-methoxyphenyl)-N-[(2-oxo-1H-pyridin-3-yl)sulfonyl]-2-[(4S)-2,2,4-trimethylpyrrolidin-1-yl]pyridin-3-carboxamid